4-((2-fluoro-6-methylbenzyl)amino)-2-((1-methyl-1H-pyrazol-4-yl)amino)pyrimidin-5-carboxamide FC1=C(CNC2=NC(=NC=C2C(=O)N)NC=2C=NN(C2)C)C(=CC=C1)C